C(C1=CC=CC=C1)OC1=C2C(=CNC2=CC=C1)C1CN(CC1)CCCN1N=CC(=N1)C1CC1 4-(benzyloxy)-3-(1-(3-(4-cyclopropyl-2H-1,2,3-triazol-2-yl)propyl)pyrrolidin-3-yl)-1H-indol